(2S,3R,E)-N-Fmoc-2-amino-3-methylhex-4-ene C(=O)(OCC1C2=CC=CC=C2C2=CC=CC=C12)N[C@@H](C)[C@@H](\C=C\C)C